4-cyclopentyl-N-hydroxybutanamide C1(CCCC1)CCCC(=O)NO